COC=O.C(CCCCCCC)[NH+](CCCCCCCC)CCCCCCCC trioctylammonium methyl-formate